ClC1=CC=C(C=C1)C1(CCN(CC1)C(=O)OC(C)(C)C)NS(=O)(=O)C1=CC(=C(C=C1)OC(F)(F)F)[N+](=O)[O-] tert-butyl 4-(4-chlorophenyl)-4-[[3-nitro-4-(trifluoromethoxy)phenyl] sulfonylamino]piperidine-1-carboxylate